Tert-butyl ((2S,4R)-1-acetyl-6-(1H-imidazol-4-yl)-2-methyl-1,2,3,4-tetrahydroquinolin-4-yl)carbamate C(C)(=O)N1[C@H](C[C@H](C2=CC(=CC=C12)C=1N=CNC1)NC(OC(C)(C)C)=O)C